(tert-butyl 2-(1,4-dioxaspiro[4.5]dec-8-yl) thiazol-5-yl) carbamate C(N)(OC1=C(N=C(S1)C1CCC2(OCCO2)CC1)C(C)(C)C)=O